Cl.Cl.NCCN(C(C1=CC=C(C=C1)C=1C=NNC1)=O)CC1=CC=C(C=C1)F N-(2-aminoethyl)-N-(4-fluorobenzyl)-4-(1H-pyrazol-4-yl)benzamide dihydrochloride